methyl-1-aza-3,7-dioxabicyclo[3.3.0]-octane CC1N2COCC2CO1